C1N(CC12CCOCC2)CC2=CC(=C(CNC1=C3C(N(C(C3=CC=C1)=O)C1C(NC(CC1)=O)=O)=O)C=C2)F 4-(4-(7-oxa-2-azaspiro[3.5]nonan-2-ylmethyl)-2-fluorobenzylamino)-2-(2,6-dioxopiperidin-3-yl)isoindoline-1,3-dione